N-(amino(5-(2-hydroxypropan-2-yl)thiazol-2-yl)(oxo)-λ6-sulfaneylidene)-2-(4-(3-hydroxyoxetan-3-yl)-2,6-diisopropylphenyl)acetamide NS(=NC(CC1=C(C=C(C=C1C(C)C)C1(COC1)O)C(C)C)=O)(=O)C=1SC(=CN1)C(C)(C)O